N(NC(=O)OC(C)(C)C)C(=O)OC(C)(C)C di-tert-butyl hydrazodiformate